Ethyl (E)-4-{[3-(8-chloro-1-methyl-4,5-dihydropyrazolo[3,4-b][1]benzazepin-10(1H)-yl)propyl]amino}but-2-enoate maleate C(\C=C/C(=O)O)(=O)O.ClC1=CC2=C(CCC3=C(N2CCCNC/C=C/C(=O)OCC)N(N=C3)C)C=C1